1,3-propylene glycol terephthalate C(C1=CC=C(C(=O)O)C=C1)(=O)O.C(CCO)O